bis-[4-(4-aminophenoxy)phenyl] sulfone NC1=CC=C(OC2=CC=C(C=C2)S(=O)(=O)C2=CC=C(C=C2)OC2=CC=C(C=C2)N)C=C1